3a,4,7,7a-tetrahydro-4,7-dimethyl-2,5,6-triphenyl-4,7-methano-1H-isoindol-1,3,8(2H)-trion CC12C3C(N(C(C3C(C(=C1C1=CC=CC=C1)C1=CC=CC=C1)(C2=O)C)=O)C2=CC=CC=C2)=O